N,N,N',N'-tetraisopropyl-1-heptyloxyphosphanediamine C(C)(C)N(P(N(C(C)C)C(C)C)OCCCCCCC)C(C)C